2-[(1,3-benzoxazol-2-yl)amino]-N-[2-(2-hydroxyethoxy)ethyl]-1-methyl-1H-benzimidazole-5-carboxamide O1C(=NC2=C1C=CC=C2)NC2=NC1=C(N2C)C=CC(=C1)C(=O)NCCOCCO